CC=1C=C(N)C=CC1OC1=CC=2N(C=C1)N=CN2 3-methyl-4-[[1,2,4]triazolo[1,5-a]pyridin-7-yloxy]aniline